5-(3-methylindolin-1-yl)sulfonyl-2H-isoquinolin-1-one CC1CN(C2=CC=CC=C12)S(=O)(=O)C1=C2C=CNC(C2=CC=C1)=O